CC1=C(C=CC(=C1)NC=1C=2N(C=CN1)C(=CN2)C2=C(C(=C(C=C2)F)F)F)NC(C)=O N-(2-methyl-4-((3-(2,3,4-trifluorophenyl)imidazo[1,2-a]pyrazin-8-yl)amino)phenyl)acetamide